OC(CCCCCCCCCCCCCC(=O)O)CCC 15-Hydroxyoctadecanoic acid